FC(C1=NC2=CC=CC=C2C(=C1)N[C@@H]1C[C@@H](CCC1)NC(=O)C=1NN=C2N=CC=CC21)(F)F N-[(1R,3S)-3-{[2-(trifluoromethyl)quinolin-4-yl]amino}cyclohexyl]-2H-pyrazolo[3,4-b]pyridine-3-carboxamide